(S)-1-(dimethylamino)-3-methoxypropan-2-ol CN(C[C@@H](COC)O)C